NC=1C=CC(=C2CN(C(C12)=O)CC(C(C1=CC(=C(C(=C1)OC)OC)OC)=O)=C)C=1C=C2C(=NNC2=CC1)C 7-amino-4-(3-methyl-1H-indazol-5-yl)-2-[2-methylidene-3-oxo-3-(3,4,5-trimethoxyphenyl)propyl]-2,3-dihydro-1H-isoindol-1-one